2-cyclopentyl-4-(7-ethoxy-3,6-difluoroquinolin-4-yl)benzoic acid C1(CCCC1)C1=C(C(=O)O)C=CC(=C1)C1=C(C=NC2=CC(=C(C=C12)F)OCC)F